2-Amino-7-fluoro-4-(5-fluoro-3-(octahydro-1H-pyrrolo[3,2-b]pyridin-1-yl)-7,9-dihydrofuro[3,4-f]quinazolin-6-yl)thieno[3,2-c]pyridine-3-carbonitrile NC1=C(C=2C(=NC=C(C2S1)F)C=1C2=C(C=3C=NC(=NC3C1F)N1CCC3NCCCC31)COC2)C#N